N1N=CN=C1[C@@H]1CN(CC1)C(=O)N1CC(C1)C1=CC=C(C=C1)C1(CC1)C#N 1-[4-[1-[(3S)-3-(1H-1,2,4-Triazol-5-yl)pyrrolidine-1-carbonyl]azetidin-3-yl]phenyl]cyclopropanecarbonitrile